CN1C(=S)N(C(=O)CC1=O)C 1,3-dimethyl-2-thiobarbituric acid